N1(C=NC=C1)C1=CC=C(C=C1)N1N=CC(=C1)C=1C=C(C(=C(C=O)C1)O)F 5-(1-(4-(1H-imidazol-1-yl)phenyl)-1H-pyrazol-4-yl)-3-fluoro-2-hydroxybenzaldehyde